C(#N)CCC(=O)N1CC2=CC(=C(C=C2C1)OCCCOC=1C=C2CN(CC2=CC1OC)C(C[C@@H](C(=O)O)C)=O)OC (S)-4-(5-(3-((2-(3-cyanopropanoyl)-6-methoxyisoindolin-5-yl)oxy)propoxy)-6-methoxyisoindolin-2-yl)-2-methyl-4-oxobutanoic acid